2-chloro-3,5,6-trimethylpyrazine ClC1=NC(=C(N=C1C)C)C